methyl 4-(2-methoxyethoxy)-3-methyl-benzoate COCCOC1=C(C=C(C(=O)OC)C=C1)C